FC1=CC=CC=2C=3N(C(=NC12)N)C=C(N3)CC3CCN(CC3)CCC3=CC=CC=C3 7-fluoro-2-((1-phenethylpiperidin-4-yl)-methyl)imidazo[1,2-c]quinazolin-5-amine